2-((4-ethoxy-8-fluoro-2-phenylquinolin-7-yl)(methoxy)methylene)malononitrile C(C)OC1=CC(=NC2=C(C(=CC=C12)C(=C(C#N)C#N)OC)F)C1=CC=CC=C1